(Z)-3-((4-((E)-4-(dimethylamino)but-2-enamido)-3,5-dimethyl-1H-pyrrol-2-yl)methylene)-2-oxo-N-((R)-1-phenylethyl)indoline-5-carboxamide CN(C/C=C/C(=O)NC=1C(=C(NC1C)\C=C\1/C(NC2=CC=C(C=C12)C(=O)N[C@H](C)C1=CC=CC=C1)=O)C)C